(1-cyclobutyl-1H-indol-2-yl)-3,3-dimethylbutyramide C1(CCC1)N1C(=CC2=CC=CC=C12)C(C(=O)N)C(C)(C)C